C1(=CC=CC=C1)C[C@@H](C(=O)O)[C@H]1CNCC1 (2R)-3-phenyl-2-[(3S)-pyrrolidin-3-yl]propionic acid